C[C@H]1C(C(=C[C@@]2([C@@H]1CCC=1C(=NC(=NC21)C2=CC=NC=C2)C2=CC=CC=C2)C)C(=O)N)=O (6aR,7R,10aS)-7,10a-dimethyl-8-oxo-4-phenyl-2-(pyridin-4-yl)-5,6,6a,7,8,10a-hexahydrobenzo[h]quinazoline-9-carboxamide